O[C@@H](C(=O)OC)CCO methyl (R)-2,4-dihydroxybutanoate